F[C@H]1C[C@H](N(C1=O)C(=O)OC(C)(C)C)C(=O)OC 1-(tert-butyl) 2-methyl (2S,4S)-4-fluoro-5-oxopyrrolidine-1,2-dicarboxylate